5-Hydroxy-7-methoxy-6-(methoxymethyl)-3-(4-methoxyphenyl)-4H-chromen-4-one OC1=C2C(C(=COC2=CC(=C1COC)OC)C1=CC=C(C=C1)OC)=O